ClC=1C=NN(C1C(=O)NC1=NC=C(C=C1C)C#CC1=CC=C(C=C1)F)C1CC2(C1)CN(CC2)C(=O)C2CC2 4-chloro-1-[(2r,4s)-6-(cyclopropanecarbonyl)-6-azaspiro[3.4]octan-2-yl]-N-{5-[(4-fluorophenyl)ethynyl]-3-methylpyridin-2-yl}-1H-pyrazole-5-carboxamide